NC=1C=C(C=CC1C(N)=O)B(O)O 3-amino-4-carbamoyl-phenylboronic acid